O[C@@H](CN1C[C@@H]2[C@](C1)(C[C@H](C2)OC2=CC=CC=C2)O)C2=CC1=C(NC(OC1)=O)C=C2 6-((R)-1-hydroxy-2-((3as,5s,6ar)-3a-hydroxy-5-phenoxyhexahydrocyclopenta[c]pyrrol-2(1H)-yl)ethyl)-1,4-dihydro-2H-benzo[d][1,3]oxazin-2-one